3,5-bis(4-cyanobenzylidene)-N-(4-fluorobenzenesulfonyl)-4-piperidone C(#N)C1=CC=C(C=C2CN(CC(C2=O)=CC2=CC=C(C=C2)C#N)S(=O)(=O)C2=CC=C(C=C2)F)C=C1